C(CCCCC)SC1=CC2=CC=CC=C2C=C1 2-naphthyl (hexyl) sulfide